5-(trifluoromethyl)chroman-4-one (±)-tert-butyl-2-(methoxy(methyl)amino)-2-oxoethylcarbamate C(C)(C)(C)OC(NCC(=O)N(C)OC)=O.FC(C1=C2C(CCOC2=CC=C1)=O)(F)F